N-(4-fluoro-3-(trifluoromethyl)phenyl)-5-(5-(3-hydroxy-3-methylbut-1-yn-1-yl)-2-methoxybenzamido)-methylbenzo[d]isoxazole-6-carboxamide FC1=C(C=C(C=C1)NC(=O)C1=CC2=C(C(=NO2)C)C=C1NC(C1=C(C=CC(=C1)C#CC(C)(C)O)OC)=O)C(F)(F)F